C[C@H]1C[C@H]2[C@@H]3CCC4=CC(=O)C=C[C@@]4([C@]3([C@H](C[C@@]2([C@]1(C(=O)COC(=O)C)OC(=O)C(C)C)C)O)F)C The molecule is a steroid ester, an 11beta-hydroxy steroid, a 20-oxo steroid, an acetate ester, a fluorinated steroid and a 3-oxo-Delta(1),Delta(4)-steroid. It derives from a betamethasone.